N1(CCCCC1)S(=O)(=O)C1=C(N)C=CC=C1 2-(piperidin-1-ylsulfonyl)aniline